C1(CC1)CCN(C1=C2CN(C(C2=CC(=C1)F)=O)C1C(NC(CC1)=O)=O)C1CCC2(OCCO2)CC1 3-{4-[(2-cyclopropylethyl)(1,4-dioxaspiro[4.5]decan-8-yl)amino]-6-fluoro-1-oxo-3H-isoindol-2-yl}piperidine-2,6-dione